COC1=C(C=C(C=C1)[N+](=O)[O-])NC(C1=CC(=C(C=C1)C)S(NC1=CC=CC=C1)(=O)=O)=O N-(2-methoxy-5-nitrophenyl)-4-methyl-3-(N-phenylsulfamoyl)benzamide